2-(2-isopropyl-3-methyl-phenyl)-4,4,5,5-tetramethyl-1,3,2-dioxaborolane C(C)(C)C1=C(C=CC=C1C)B1OC(C(O1)(C)C)(C)C